ClC1=NC=C(C(=C1)I)OC1CCN(CC1)S(=O)(=O)C 2-chloro-4-iodo-5-((1-(methylsulfonyl)piperidin-4-yl)oxy)pyridine